(S)-3-amino-1-(4-(2-(3,4-dimethoxyphenyl)-3-isopropyl-1H-indol-5-yl)piperidin-1-yl)butan-1-one methyl-3-(2,4-dihydroxyphenyl)propionate COC(CCC1=C(C=C(C=C1)O)O)=O.N[C@H](CC(=O)N1CCC(CC1)C=1C=C2C(=C(NC2=CC1)C1=CC(=C(C=C1)OC)OC)C(C)C)C